C(C=C)[C@]1([C@H](N(C[C@H]1O)C(=O)OC(C)(C)C)C(=O)OC)F 1-(tert-butyl) 2-methyl (2R,3R,4R)-3-allyl-3-fluoro-4-hydroxypyrrolidine-1,2-dicarboxylate